1,3,5-triamino-2,4,6-triazine NC1=NC(=NC(=N1)N)N